C1(CC1)C=1OCCN1 2-cyclopropyl-2-oxazoline